1-cyclohexyl-5,5-difluoro-3-(trifluoromethyl)-4,5,6,7-tetrahydro-1H-indole C1(CCCCC1)N1C=C(C=2CC(CCC12)(F)F)C(F)(F)F